CC1=C(C=CC=C1C(F)(F)F)C=1CCCC2=C(C1C1=CC=C(C=C1)CC1CN(C1)CCC(F)(F)F)C=CC(=C2)C(=O)O 8-(2-methyl-3-(trifluoromethyl)phenyl)-9-(4-((1-(3,3,3-trifluoropropyl)azetidin-3-yl)methyl)phenyl)-6,7-dihydro-5H-benzo[7]annulene-3-carboxylic acid